C(#N)C=1C(=CC2=C(NC(=N2)C2=NNC=3C[C@@]4([C@H](CC23)C4)C)C1)N(C(CC1CCOCC1)=O)C N-(6-cyano-2-((4aS,5aR)-5a-methyl-1,4,4a,5,5a,6-hexahydrocyclopropa[f]indazol-3-yl)-1H-benzo[d]imidazol-5-yl)-N-methyl-2-(tetrahydro-2H-pyran-4-yl)acetamide